The molecule is a member of the class of pyrimidines that is pyrimidine which is substituted by a [2-{[(difluoromethyl)sulfonyl]amino}-3-(methoxymethyl)phenyl](hydroxy)methyl group at position 2 and by methoxy groups at positions 4 and 6. It is a member of pyrimidines, an aromatic ether, a sulfonamide, an organofluorine pesticide and a secondary alcohol. COCC1=C(C(=CC=C1)C(C2=NC(=CC(=N2)OC)OC)O)NS(=O)(=O)C(F)F